(6-cyclobutoxy-3-oxo-4-(trifluoromethyl)-1,3-dihydroisobenzofuran-1-yl)phosphonate C1(CCC1)OC1=CC(=C2C(OC(C2=C1)P([O-])([O-])=O)=O)C(F)(F)F